ClC1=C(C=C(C=C1)CN1C(=CC2=C(C=CC=C12)N1CCN(CC1)C(=O)OC(C)(C)C)C(F)(F)F)F tert-butyl 4-[1-[(4-chloro-3-fluoro-phenyl)methyl]-2-(trifluoromethyl)indol-4-yl]piperazine-1-carboxylate